3-(2-((7H-pyrrolo[2,3-b]pyridin-7-yl)methyl)-8-amino-5-(pyrimidin-4-yl)-[1,2,4]triazolo[1,5-a]pyrazin-6-yl)benzonitrile N=1C=CC=2C1N(C=CC2)CC2=NN1C(C(=NC(=C1C1=NC=NC=C1)C=1C=C(C#N)C=CC1)N)=N2